C(#N)C=1C=C(C=CC1)C(N1[C@@H](CN(CC1)C(=O)OC(C)(C)C)C=O)C1=CC=CC=C1 tert-butyl (S)-4-[(3-cyanophenyl)phenylmethyl]-3-formyl-1-piperazinecarboxylate